COC=1C=C(CNC2=NC=C(C(=N2)NC2=CC=CC=C2)C(=O)N)C=CC1OC 2-(3,4-dimethoxybenzylamino)-4-(phenylamino)pyrimidine-5-carboxamide